N1N=CC(=C1)C1=CC=C(C=C1)NC1=NC(=NC=C1F)C1=CC=C2C=C(N(C2=C1)COC)C(=O)N1CC(C1)(F)F (6-(4-((4-(1H-pyrazol-4-yl)phenyl)amino)-5-fluoropyrimidin-2-yl)-1-(methoxymethyl)-1H-indol-2-yl)(3,3-difluoroazetidin-1-yl)methanone